C(O)C1=CC=C(C=C1)S(=O)(=O)O p-methylolBenzenesulfonic acid